C1(CC1)C=1N=NN(C1)[C@H](C(=O)N1[C@@H](C[C@H](C1)O)C(=O)NCC1=CC=C(C=C1)C1=C(N=CS1)C)C(C)(C)C (2S,4r)-1-[(2S)-2-(4-cyclopropyl-triazol-1-yl)-3,3-dimethyl-butyryl]-4-hydroxy-N-[[4-(4-methylthiazol-5-yl)phenyl]methyl]pyrrolidine-2-carboxamide